azapterin C1=NC2=C(C(=O)NC(=N2)N)N=N1